C(C)OC([C@H](NC1=NC=2C=CC=CC2C=2N1N=C(N2)C2=CC=C(C=C2)OC)C)=O N-[2-(4-methoxyphenyl)[1,2,4]triazolo[1,5-c]quinazolin-5-yl]-D-alanine ethyl ester